CSC1=CC=C(C=C1)C=C p-vinylphenyl methyl sulfide